ClC=1C(=NC=C(C1)C(F)(F)F)N1CC(CCC1C)NC(OC(C)(C)C)=O tert-butyl (1-(3-chloro-5-(trifluoromethyl)pyridin-2-yl)-6-methylpiperidin-3-yl)carbamate